N1=CC=C(C=C1)C1=NN(C(=C1)N1C(CC(CC1)OCC(F)(F)F)=O)COCC[Si](C)(C)C 1-(3-(pyridin-4-yl)-1-((2-(trimethylsilyl)ethoxy)methyl)-1H-pyrazol-5-yl)-4-(2,2,2-trifluoroethoxy)piperidin-2-one